[Br-].C(C)C1=NC=CN1C ethyl-3-methylimidazole bromide